OCCOC1=C(C=C2C(=N1)OC(C2)(C)C)C(=O)NC2=NC(=CC=C2)C=2C=NN(C2)C 6-(2-Hydroxyethoxy)-2,2-dimethyl-N-(6-(1-methyl-1H-pyrazol-4-yl)pyridin-2-yl)-2,3-dihydrofuro[2,3-b]pyridine-5-carboxamide